C(C1=CC=CC=C1)C1=CN=C(S1)C1=C2N=CC(=NC2=CC(=C1)C)OC(F)F 5-benzyl-2-(2-(difluoromethoxy)-7-methylquinoxalin-5-yl)thiazole